NC=1C=C2C=C(C(N(C2=C(C1)OCCO[C@H]1CN(C[C@H](C1)C)C(=O)OC(C)(C)C)C)=O)OCC(=O)NC tert-Butyl (3R,5S)-3-[2-[[6-amino-1-methyl-3-[2-(methylamino)-2-oxo-ethoxy]-2-oxo-8-quinolyl]oxy]ethoxy]-5-methyl-piperidine-1-carboxylate